isoamyl 3,4,5-trihydroxybenzoate OC=1C=C(C(=O)OCCC(C)C)C=C(C1O)O